tert-butyl N-{[1-(3-{[(3-fluoroazetidin-1-yl) sulfonyl] amino} benzenesulfonyl)-5-(2-fluorophenyl)-1H-pyrrol-3-yl] methyl}-N-methylcarbamate FC1CN(C1)S(=O)(=O)NC=1C=C(C=CC1)S(=O)(=O)N1C=C(C=C1C1=C(C=CC=C1)F)CN(C(OC(C)(C)C)=O)C